BrC1=CC(=C(C=C1)N1N=C2C(N=CC=C2C2CCN(CC2)C(=O)OC(C)(C)C)=C1C(=O)O)F 2-(4-bromo-2-fluorophenyl)-7-[1-(tert-butoxycarbonyl)piperidin-4-yl]-2H-pyrazolo[4,3-b]pyridine-3-carboxylic acid